FC1=C2C(N3C(=NC2=CC(=C1)F)CC1=CC(=CC=C13)[N+](=O)[O-])=O 1,3-difluoro-8-nitroindolo[2,1-b]quinazolin-12(6H)-one